6-bromo-2-methylsulfanyl-pyrano[2,3-d]pyrimidin-7-one BrC1=CC2=C(N=C(N=C2)SC)OC1=O